2-Di-cyclohexylphosphino-2'-methylbiphenyl C1(CCCCC1)P(C1=C(C=CC=C1)C1=C(C=CC=C1)C)C1CCCCC1